2-[[4-(5-bromo-2-(6-fluoropyridin-3-yl)-1H-imidazol-4-yl)-3-methoxyphenoxy]methyl]-3-fluoro-5-(trifluoromethyl)pyridine BrC1=C(N=C(N1)C=1C=NC(=CC1)F)C1=C(C=C(OCC2=NC=C(C=C2F)C(F)(F)F)C=C1)OC